(cyclopropylsulfonyl)-6-(methoxy-d3)-5-nitropyridine-2-carboxamide C1(CC1)S(=O)(=O)C=1C(=NC(=C(C1)[N+](=O)[O-])OC([2H])([2H])[2H])C(=O)N